1-(2-morpholinoethyl)-2-oxo-6-(4,4,5,5-tetramethyl-1,3,2-dioxaborolan-2-yl)-1,2-dihydro-1,8-naphthyridine-3-carboxylic acid O1CCN(CC1)CCN1C(C(=CC2=CC(=CN=C12)B1OC(C(O1)(C)C)(C)C)C(=O)O)=O